(S)-8-(2-chlorophenoxy)-N-((1r,5S,8S)-3-(6-methylpyrimidin-4-yl)-3-azabicyclo[3.2.1]oct-8-yl)-5,6,7,8-tetrahydro-[1,2,4]triazolo[1,5-a]pyridin-2-amine ClC1=C(O[C@@H]2C=3N(CCC2)N=C(N3)NC3[C@H]2CN(C[C@@H]3CC2)C2=NC=NC(=C2)C)C=CC=C1